1-(tert-Butyl)-3,4'-dimethyl-1'H-spiro[pyrazole-4,2'-quinolin]-5(1H)-one C(C)(C)(C)N1N=C(C2(NC3=CC=CC=C3C(=C2)C)C1=O)C